2-ethyl-5-hydroxy-1,4-naphthoquinone C(C)C=1C(C2=CC=CC(=C2C(C1)=O)O)=O